tetranatrium 4,4'-bis[[4-[bis(2-hydroxypropyl)amino]-6-[(4-sulfonatophenyl)amino]-1,3,5-triazin-2-yl]amino]-stilbene-2,2'-disulfonat OC(CN(C1=NC(=NC(=N1)NC1=CC=C(C=C1)S(=O)(=O)[O-])NC=1C=C(C(=CC1)C=CC=1C(=CC(=CC1)NC1=NC(=NC(=N1)N(CC(C)O)CC(C)O)NC1=CC=C(C=C1)S(=O)(=O)[O-])S(=O)(=O)[O-])S(=O)(=O)[O-])CC(C)O)C.[Na+].[Na+].[Na+].[Na+]